[Cl-].FC1=CC=C(C=C1)C1=CC=C2C=C(NC2=C1)C(=O)NC[C@H](CCC(C)N)N (2S)-1-(6-(4-fluorophenyl)-1H-indole-2-carboxamido)hexane-2,5-diamine chloride